Nicotinic acid, 4-nitrophenyl ester C(C1=CN=CC=C1)(=O)OC1=CC=C(C=C1)[N+](=O)[O-]